O1CCN(CC1)C1=C2C=C(N(C2=NC=N1)COCC[Si](C)(C)C)C1=CC=C(C=C1)NCC1CCN(CC1)C1CCN(CC1)C(=O)OC(C)(C)C tert-butyl 4-{[p-(4-morpholino-1-{[2-(trimethylsilyl)ethoxy]methyl}-1H-1,5,7-triazainden-2-yl)phenylamino]methyl}-[1,4'-bipiperidyl]-1'-carboxylate